C1(=CC=CC=C1)N1N=C(CC1=O)C(F)(F)F 2,4-dihydro-2-phenyl-5-(trifluoromethyl)-3H-pyrazol-3-one